N(=NCCCCC(=O)O)CCCCC(=O)O azobisvaleric acid